6-(8-ethyl-7-fluoro-3-hydroxy-1-naphthyl)-2-[[(2S,4R)-4-fluoro-1-methyl-pyrrolidin-2-yl]methoxy]-4-(1,4-oxazepan-4-yl)-7H-pyrrolo[3,4-d]pyrimidin-5-one C(C)C=1C(=CC=C2C=C(C=C(C12)N1CC=2N=C(N=C(C2C1=O)N1CCOCCC1)OC[C@H]1N(C[C@@H](C1)F)C)O)F